N1=CN=C2NC=NC2=C1C=1C(=NC=CC1)NC=1C=C(C=CC1C)NC(C1=NC=C(C(=C1)C#N)Cl)=O N-(3-((3-(9H-purin-6-yl)pyridin-2-yl)amino)-4-methylphenyl)-5-chloro-4-cyanopicolinamide